2-(1-phenyl-1H-pyrazol-4-yl)-N-propyl-N-[(3R)-pyrrolidin-3-yl]-1,3-thiazole-4-carboxamide C1(=CC=CC=C1)N1N=CC(=C1)C=1SC=C(N1)C(=O)N([C@H]1CNCC1)CCC